6-(tert-butyl)-1-methyl-2-oxo-6,7,11,12-tetrahydro-2H,10H-[1,4]dioxepino[2,3-g]pyrido[2,1-a]isoquinoline-3-carboxylic acid C(C)(C)(C)C1N2C(C3=CC4=C(C=C3C1)OCCCO4)=C(C(C(=C2)C(=O)O)=O)C